4-bromo-6,7-difluoro-1-(3-methoxypropyl)indazole BrC1=C2C=NN(C2=C(C(=C1)F)F)CCCOC